(R)-4-(1-(6-(4-(TRIFLUOROMETHYL)BENZYL)-6-AZASPIRO[2.5]OCTANE-5-CARBOXAMIDO)-CYCLOPROPYL)BENZOIC ACID FC(C1=CC=C(CN2[C@H](CC3(CC3)CC2)C(=O)NC2(CC2)C2=CC=C(C(=O)O)C=C2)C=C1)(F)F